BrC=1C=C2C3(C(=NC2=CC1)C)CCC(CC3)(C(=O)O)NC3=CC(=CC=C3)Br (1r,4r)-5'-bromo-4-(3-bromoanilino)-2'-methyl-spiro[cyclohexane-1,3'-indole]-4-carboxylic acid